ClC=1C=C(C(=C2C=CN(C12)C(=O)OC(C)(C)C)C=O)OC tert-Butyl 7-chloro-4-formyl-5-methoxyindole-1-carboxylate